1-bromo-4-(2,2-dimethylpropoxy)benzene BrC1=CC=C(C=C1)OCC(C)(C)C